pyrazin-2-ylamine N1=C(C=NC=C1)N